C[Si](C#CC1=NC=C(C=C1)C=1CC(NCC1)C=1C=NC=CC1)(C)C Trimethyl-[2-[5-[2-(3-pyridyl)-1,2,3,6-tetrahydropyridin-4-yl]-2-pyridyl]ethynyl]silane